5-chloro-2-{[methyl(oxan-4-yl)amino]methyl}-7,8-dihydro-6H-spiro[[1,3]oxazolo[5,4-f]quinazoline-9,1'-cyclohexane]-7-one ClC=1C=C2C(=C3C1NC(NC31CCCCC1)=O)OC(=N2)CN(C2CCOCC2)C